CS(=O)(=O)OCC=1N(N=C(C1I)OC1CCN(CC1)S(=O)(=O)C)CCO[Si](C)(C)C(C)(C)C [2-[2-[tert-butyl(dimethyl) silyl]oxyethyl]-4-iodo-5-[(1-methylsulfonyl-4-piperidyl)oxy]pyrazol-3-yl]methyl methanesulfonate